C(C)(C)(C)OC(=O)C=1C=C(C=CC1)N1N=C(C(=C1)C(=O)OCC)OC ethyl 1-(3-(tert-butoxycarbonyl) phenyl)-3-methoxy-1H-pyrazole-4-carboxylate